3-tert-butyl-1H-pyrazol C(C)(C)(C)C1=NNC=C1